C(=O)O.N[C@H]1[C@@H](CC(CC1)(C)C)C1=C(C2=NC(=CC(=C2S1)NCC=1SC=CC1)Cl)Br 2-((1r,2r)-2-amino-5,5-dimethylcyclohexyl)-3-bromo-5-chloro-N-(thiophen-2-ylmethyl)thieno[3,2-b]pyridin-7-amine formate